((1-(4-fluorophenyl)-5-(4-isopropylphenyl)-1H-1,2,4-triazol-3-yl)methyl)cycloheptylamine FC1=CC=C(C=C1)N1N=C(N=C1C1=CC=C(C=C1)C(C)C)CNC1CCCCCC1